C1(=CC=CC=C1)N1C(=C(C(=C1)C1=CC=CC=C1)C1=NC=CC=C1)CC1=CC=CC=C1 N-phenyl-3-(2-pyridyl)-2-benzyl-4-phenyl-pyrrole